OC1CCN(CC1)C=1SC2=C(N1)C=C(C=C2)NC(=O)C=2C=CC1=C(CCO1)C2 2,3-dihydro-benzofuran-5-carboxylic acid [2-(4-hydroxy-piperidin-1-yl)-benzothiazol-5-yl]-amide